ClC1=C(C(=CC=C1)C1=NC2=C(N1)C=C(C(=C2)OC)F)C=2C(=CC(=CC2)C(N[C@@H](C2CC2)C2CCCCC2)=O)C(=O)O (S)-2'-chloro-4-{[cyclohexyl(cyclopropyl)methyl]carbamoyl}-6'-(6-fluoro-5-methoxy-1H-1,3-benzodiazol-2-yl)-[1,1'-biphenyl]-2-carboxylic acid